7-fluoro-2-(3-pyridyl)-2H-indazole FC1=CC=CC2=CN(N=C12)C=1C=NC=CC1